2,6-dimethylphenyl-1,4-dihydroxynaphthalene-2-yl-phenylphosphinate CC1=C(C(=CC=C1)C)C1=C(C=CC=C1)P([O-])(=O)C1=C(C2=CC=CC=C2C(=C1)O)O